C(C1=CC=CC=C1)OC1=NN(C(=C1)I)C1=C(C=CC=C1)F 3-(Benzyloxy)-1-(2-fluorophenyl)-5-iodo-1H-pyrazol